NC=1C(=NC2=CC=CC=C2N1)C(=O)N1CCC(CC1)C1=C2C(=NC=C1)NC(=N2)C2CCOCC2 (3-aminoquinoxalin-2-yl)-[4-(2-tetrahydropyran-4-yl-3H-imidazo[4,5-b]pyridin-7-yl)-1-piperidyl]methanone